N-(4-iodo-2-methylbenzyl)-4,5-dimethylthiazol-2-amine IC1=CC(=C(CNC=2SC(=C(N2)C)C)C=C1)C